C(CCCCCCCCCCCCCCC)[N-]CC[N-]CCCCCCCCCCCCCCCC Dipalmitylethylendiamid